(R)-5-chloro-2-(4-methyl-6-((1-methylpiperidin-3-yl)amino)pyridazin-3-yl)phenol ClC=1C=CC(=C(C1)O)C=1N=NC(=CC1C)N[C@H]1CN(CCC1)C